butylmercaptopyrimidine C(CCC)SC1=NC=CC=N1